[Se].[Sb].[Cr] chromium-antimony-selenium